N-((R)-1-(3-(1-ethyl-1H-pyrazol-3-yl)-5-(1-methyl-1H-pyrazol-4-yl)phenyl)ethyl)-2-methyl-5-(((2S,5S)-1-methyl-5-(trifluoromethyl)pyrrolidin-2-yl)methoxy)benzamide C(C)N1N=C(C=C1)C=1C=C(C=C(C1)C=1C=NN(C1)C)[C@@H](C)NC(C1=C(C=CC(=C1)OC[C@H]1N([C@@H](CC1)C(F)(F)F)C)C)=O